butyl (1R,5S)-3,8-diazabicyclo[3.2.1]octane-8-carboxylate [C@H]12CNC[C@H](CC1)N2C(=O)OCCCC